1-bromo-4-cyclobutylbenzene BrC1=CC=C(C=C1)C1CCC1